2-(cyclopentylamino)-4-(phenylamino)pyrimidine-5-carboxamide C1(CCCC1)NC1=NC=C(C(=N1)NC1=CC=CC=C1)C(=O)N